C(N)(OC1=C(SC=C1C)C)=O 2,4-dimethylthienyl carbamate